CC(CC(C)C)NC=1C=CC=2NC3=CC=CC=C3SC2C1 3-(1,3-Dimethylbutylamino)-phenothiazin